SCCCCCCCCO 8-mercapto-1-Octanol